NCC=1C=C(C=CC1)C1=CC(=CC(=C1)N1CC2(C1)CCCC2)COC2=C(C=CC=C2)CC(=O)O 2-(2-((3'-(aminomethyl)-5-(2-azaspiro[3.4]octan-2-yl)-[1,1'-biphenyl]-3-yl)methoxy)phenyl)acetic acid